CN1C2=NC=NC(=C2N=C1N(C(C)C)C)N[C@H]1C2CC(C(C1)C2)O (5R)-5-[[9-methyl-8-[methyl(propan-2-yl)amino]purin-6-yl]amino]bicyclo[2.2.1]heptan-2-ol